C1(CC1)C1=CC=C(OC2=NC=C(C=C2C(=O)N[C@@H](CO)C)C2=NN(C=C2)C)C=C1 (4-Cyclopropylphenoxy)-N-[(2R)-1-hydroxypropan-2-yl]-5-(1-methyl-1H-pyrazol-3-yl)pyridine-3-carboxamide